4-hydroxyphenethyl (3R,6S)-3,6-bis(4-hydroxybenzyl)-4,7-dioxo-8-((S)-1-oxo-1-(phenethylamino)-3-phenylpropan-2-yl)hexahydropyrazino[2,1-c][1,2,4]oxadiazine-1(6H)-carboxylate OC1=CC=C(C[C@@H]2C(N3C(N(O2)C(=O)OCCC2=CC=C(C=C2)O)CN(C([C@@H]3CC3=CC=C(C=C3)O)=O)[C@H](C(NCCC3=CC=CC=C3)=O)CC3=CC=CC=C3)=O)C=C1